C(C1=CC=CC=C1)N1CCC(CC1)(C#N)C1=CC=C(C=C1)F 1-benzyl-4-(4-fluorophenyl)piperidine-4-carbonitrile